ClC1=C(C=C(C(=C1)OC)F)B(O)O (2-chloro-5-fluoro-4-methoxy-phenyl)-boronic acid